C(C1=CC=CC=C1)N(C(=O)NC1=CC=C(C=C1)C)C 1-benzyl-1-methyl-3-(p-tolyl)urea